3-((1-((6-chloropyridin-3-yl)amino)isoquinolin-6-yl)oxy)-2,2-difluoropropan-1-ol ClC1=CC=C(C=N1)NC1=NC=CC2=CC(=CC=C12)OCC(CO)(F)F